(2R,5S)-5-((4-oxocyclohexyl)methyl)pyrrolidine-1,2-dicarboxylic acid 1-(tert-butyl) 2-methyl ester COC(=O)[C@@H]1N([C@@H](CC1)CC1CCC(CC1)=O)C(=O)OC(C)(C)C